C(=O)(O)C(O)C(O)C(=O)O.FC=1C=CC=C2[C@@H](N(C(=NC12)N1CCN(CC1)C1=CC(=CC=C1)OC)C1=C(C=CC(=C1)C(F)(F)F)OC)CC(=O)OC (S)-methyl {8-fluoro-2-[4-(3-methoxyphenyl)piperazin-1-yl]-3-[2-methoxy-5-(trifluoromethyl)phenyl]-3,4-dihydroquinazolin-4-yl}acetate tartrate salt